S(=O)(=O)(OCC(Cl)(Cl)Cl)OC(\C=C\CC1=CC=CC2=CC=CC=C12)B1OC(CN(CC(O1)=O)C)=O 2,2,2-trichloroethyl (E)-(1-(6-methyl-4,8-dioxo-1,3,6,2-dioxazaborocan-2-yl)-4-(naphthalen-1-yl) but-2-en-1-yl) sulfate